3-((4-(3-Amino-1H-indazol-5-yl)pyridin-2-yl)amino)benzamide NC1=NNC2=CC=C(C=C12)C1=CC(=NC=C1)NC=1C=C(C(=O)N)C=CC1